BrC1=NC=CC(=C1)C(=O)NCC(C(=O)O)(F)F 3-[(2-bromopyridin-4-yl)formamido]-2,2-difluoropropanoic acid